3-(2-iodoethyl)-1-((2-(trimethylsilyl)ethoxy)methyl)-1H-1,2,4-triazole ICCC1=NN(C=N1)COCC[Si](C)(C)C